N-(2,3-difluoro-4-(((R)-tetrahydrofuran-2-yl)methoxy)phenyl)-7-fluoro-6-(((S)-pyrrolidin-3-yl)oxy)pyrido[3,2-d]pyrimidin-4-amine FC1=C(C=CC(=C1F)OC[C@@H]1OCCC1)NC=1C2=C(N=CN1)C=C(C(=N2)O[C@@H]2CNCC2)F